C(=C)C=1C=CC=2N(C1)N=CC2 6-vinyl-pyrazolo[1,5-a]pyridine